nickel (II) propynylsulfonate C(#CC)S(=O)(=O)[O-].[Ni+2].C(#CC)S(=O)(=O)[O-]